3-fluoropyridin-2-amine FC=1C(=NC=CC1)N